N1=CC(=CC=C1)/C=C/C(=O)NCCCCCCCC(=O)O (E)-8-(3-(pyridin-3-yl)acrylamido)octanoic acid